ClC1=CC=2C(C=3N=C(N=CC3C2C=C1)C(F)(F)F)=O 7-chloro-2-(trifluoromethyl)-9H-indeno[2,1-d]Pyrimidin-9-one